5-(4-(tert-butyl)phenyl)-8-cyclopentyl-2-(4-(phenethylamino)piperidin-1-yl)pyrido[2,3-d]pyrimidin-7-one C(C)(C)(C)C1=CC=C(C=C1)C1=CC(N(C=2N=C(N=CC21)N2CCC(CC2)NCCC2=CC=CC=C2)C2CCCC2)=O